1-(t-butyl) 4-ethyl 5-keto-2-(R)-methyl-3,6-dihydropyridine-1,4(2H)-dicarboxylate O=C1C(C[C@H](N(C1)C(=O)OC(C)(C)C)C)C(=O)OCC